2-[6-(ethoxycarbonyl)-1-[2-(4-iodophenyl)ethyl]-5-methyl-2,4-dioxo-1H,2H,3H,4H-thieno[2,3-d]pyrimidin-3-yl]acetic acid C(C)OC(=O)C1=C(C2=C(N(C(N(C2=O)CC(=O)O)=O)CCC2=CC=C(C=C2)I)S1)C